4-[tert-butyl(diphenyl)silyl]oxycyclohexanol [Si](C1=CC=CC=C1)(C1=CC=CC=C1)(C(C)(C)C)OC1CCC(CC1)O